C1=CC=CC=2C3=CC=CC=C3C[O+](C12)[O-] 9,10-dihydro-10-oxa-10-phosphaphenanthrene-10-oxide